N1(N=NC=C1)C[C@H]1N(C[C@@H](C1)NC(=O)C=1OC(=CN1)C1=CC(=CC=C1)C(F)(F)F)C(=O)OC(C)(C)C tert-butyl (2S,4R)-2-((1H-1,2,3-triazol-1-yl)methyl)-4-(5-(3-(trifluoromethyl) phenyl)oxazole-2-carboxamido)pyrrolidine-1-carboxylate